2-(2,2,3,3-tetrafluoro-4-hydroxybutyl)isoindoline-1,3-dione FC(CN1C(C2=CC=CC=C2C1=O)=O)(C(CO)(F)F)F